C(CCC)[Sn](C=1SC=C(C1)CC(CCCC)CC)(CCCC)CCCC tributyl-(4-(2-ethylhexyl)thiophene-2-yl)stannane